FC(C=1C=C(C=CC1)NC(=O)C1=C(OCCN2CCN(CC2)C(=O)OC(C)(C)C)C=CC=C1)(F)F tert-Butyl 4-(2-(2-((3-(trifluoromethyl)phenyl)carbamoyl)phenoxy)ethyl)piperazine-1-carboxylate